C(N)(OCCCCCCCCCCCCCCCCCCCC)=O icosyl carbamate